(R)-4-chloro-5-(3-((4-(3,5-dimethyl-1-((3-methyloxetan-3-yl)methyl)-1H-pyrazol-4-yl)pyridin-2-yl)oxy)pyrrolidin-1-yl)pyridazin-3(2H)-one ClC=1C(NN=CC1N1C[C@@H](CC1)OC1=NC=CC(=C1)C=1C(=NN(C1C)CC1(COC1)C)C)=O